(S)-N-{(S)-1-[2-(benzo[d]isoxazol-3-yl)phenyl]-2-[6-(2-methoxyethylamino)pyridine-2-yl]ethyl}propane-2-sulfinamide O1N=C(C2=C1C=CC=C2)C2=C(C=CC=C2)[C@H](CC2=NC(=CC=C2)NCCOC)N[S@@](=O)C(C)C